NC1=C(C=C(C=N1)NC(C(=O)N1[C@H](CC[C@@H](C1)C)C1=NN(C=C1)C1=NNC=C1)=O)CC |r| Racemic-N-(6-amino-5-ethyl-3-pyridyl)-2-[(2R,5S)-5-methyl-2-[1-(1H-pyrazol-3-yl)pyrazol-3-yl]-1-piperidyl]-2-oxo-acetamide